CC=1C=CC=2N(C3=CC=CC=C3C2C1)C1=CC=C(C=C1)C=1C=CC=C(C1C1=CC=CC=C1)C1=CC=CC=C1 6'-(4-(3-methyl-9H-carbazol-9-yl)phenyl)-1,1':2',1''-terphenyl